C1=NC=C(C2=CC=CC=C12)N1C(N(C[C@H]1C#N)C1CC(C1)C)=O (S)-3-(isoquinolin-4-yl)-1-((1s,3R)-3-methylcyclobutyl)-2-oxoimidazolidine-4-carbonitrile